C(C=C)N[C@@H](CO)C(=O)O allylserine